2-(3-((2-oxo-2,3-dihydro-1H-benzo[d]imidazol-1-yl)methyl)phenyl)acetic acid O=C1NC2=C(N1CC=1C=C(C=CC1)CC(=O)O)C=CC=C2